[Al].[Nb].[Cu].[Cr].[Ti].OC1=C(C(=CC(=C1)C)C)C1=CC=C(N=N1)N1C(C[C@H](C1)CO)=O (4R)-1-[6-(2-hydroxy-4,6-dimethyl-phenyl)pyridazin-3-yl]-4-(hydroxymethyl)pyrrolidine-2-one titanium-chromium-copper-niobium-aluminum